BrC=1C=C(C=CC1)[C@@H](C(=O)NC=1SC(=CN1)C1CC1)C (S)-2-(3-bromophenyl)-N-(5-cyclopropylthiazol-2-yl)propionamide